N-((1R)-3-Cyano-3-azabicyclo[3.2.0]heptan-1-yl)-5-(3-(phenylamino)pyridin-4-yl)thiazol-2-carboxamid C(#N)N1C[C@]2(CCC2C1)NC(=O)C=1SC(=CN1)C1=C(C=NC=C1)NC1=CC=CC=C1